FC=1C=NC(=NC1)NC=1C=C2CCNCC2=CC1OC 5-fluoro-2-((7-methoxy-1,2,3,4-tetrahydroisoquinolin-6-yl)amino)pyrimidin